1-((S)-2-(3-((2-((3S,4R)-3-fluoro-4-(2-methoxyethoxy)piperidin-1-yl)pyrimidin-4-yl)amino)-8-(3-((methylsulfonyl)methyl)azetidin-1-yl)isoquinolin-5-yl)pyrrolidin-1-yl)prop-2-en-1-one F[C@H]1CN(CC[C@H]1OCCOC)C1=NC=CC(=N1)NC=1N=CC2=C(C=CC(=C2C1)[C@H]1N(CCC1)C(C=C)=O)N1CC(C1)CS(=O)(=O)C